C(C)OC(=O)C1=C(OC2=C1C=C(C=C2)S(=O)C2=CC=CC=C2)C.N2C(CCCC2)COC=2C=NC=CC2 3-(2-piperidinylmethoxy)pyridine ethyl-2-methyl-5-(phenylsulfinyl)benzofuran-3-carboxylate